8-(difluoromethyl)-1H-pyrrolo[3,2-H]Quinoline FC(C1=NC=2C3=C(C=CC2C=C1)C=CN3)F